10-benzyl 3-ethyl 6-isopropyl-9-(3-methoxypropoxy)-2-oxo-6,7-dihydro-2H-pyrido[2,1-a]isoquinoline-3,10-dicarboxylate C(C)(C)C1N2C(C3=CC(=C(C=C3C1)OCCCOC)C(=O)OCC1=CC=CC=C1)=CC(C(=C2)C(=O)OCC)=O